methyl 5-[bis(tert-butoxycarbonyl)amino]-2-methyl-pyridine-3-carboxylate C(C)(C)(C)OC(=O)N(C=1C=C(C(=NC1)C)C(=O)OC)C(=O)OC(C)(C)C